Cl.ClC=1C=C(C=CC1)[C@@H]1CC[C@@H](N1)[C@H](O)C1=CC(=CC=C1)F (R)-((2R,5S)-5-(3-Chlorophenyl)pyrrolidin-2-yl)(3-fluorophenyl)-methanol hydrochloride